C1(C=2C(C(N1CCN(CCN1C(C=3C(C1=O)=CC=CC3)=O)C3CCCCC3)=O)=CC=CC2)=O N,N-bis(2-phthalimidoethyl)-cyclohexylamine